C(Cl)[C@H]1CO1 (R)-Epichlorohydrin